ClC=1C=C(C=O)C=C(C1Cl)OC(F)(F)F 3,4-dichloro-5-(trifluoromethoxy)benzaldehyde